C1(CCCC1)OC1=CC(=CC(=N1)N1CC2(C=3C=NC(=CC31)NC(C)=O)CC2)C N-(1'-(6-(cyclopentyloxy)-4-methylpyridin-2-yl)-1',2'-dihydrospiro[cyclopropane-1,3'-pyrrolo[3,2-c]pyridin]-6'-yl)acetamide